3-[4-(3-Oxo-3-phenyl-1-propenyl)phenoxy]propanoic acid O=C(C=CC1=CC=C(OCCC(=O)O)C=C1)C1=CC=CC=C1